CC1=C(C=CC=C1[N])C1=C(C(=CC=C1)[N])C (2,2'-dimethyl-[1,1'-biphenyl]-3,3'-diyl)bis(nitrogen)